CC1=C(C(=CC(=C1)C)C)SC1=C(C=C(C=C1C)C)C 2,4,6-trimethylphenylsulfide